O1-tert-butyl O2-methyl (2S,4S)-4-[[6-[4-[2-(methylamino)ethyl]-3,4-dihydro-1H-[1,4]oxazino[4,3-a]benzimidazol-6-yl]-2-pyridyl]amino]pyrrolidine-1,2-dicarboxylate CNCCC1COCC2=NC3=C(N21)C(=CC=C3)C3=CC=CC(=N3)N[C@H]3C[C@H](N(C3)C(=O)OC(C)(C)C)C(=O)OC